6-benzyl-3-(pyridin-2-ylmethyl)-2,3,4,6-tetrahydropyrido[3,4-c][1,8]naphthyridine-5(1H)-one C(C1=CC=CC=C1)N1C(C2=C(C=3C=CC=NC13)CCN(C2)CC2=NC=CC=C2)=O